C(#N)C1=CC=C(C=C1)C(C(Cl)Cl)C1=CC=C(C=C1)C#N bis(4-cyanophenyl)-2,2-dichloroethane